ammonium dodecanol phosphate P(=O)([O-])([O-])OCCCCCCCCCCCC.[NH4+].[NH4+]